CC1=CN=C2N1N=C(C=C2)C2=CNC=1N=CN=CC12 5-(3-methylimidazo[1,2-b]pyridazin-6-yl)-7H-pyrrolo[2,3-d]pyrimidine